4,4'-((4-hydroxyphenyl)methylene)bis(2,6-diiodophenol) OC1=CC=C(C=C1)C(C1=CC(=C(C(=C1)I)O)I)C1=CC(=C(C(=C1)I)O)I